N-((trans)-4-(2-hydroxypropan-2-yl)cyclohexyl)-2-(1H-imidazol-1-yl)-6,7-dihydro-5H-cyclopenta[d]pyrimidine-4-carboxamide OC(C)(C)[C@@H]1CC[C@H](CC1)NC(=O)C=1C2=C(N=C(N1)N1C=NC=C1)CCC2